(8aR)-tert-Butyl 2-(4-(3-ethoxy-2-methyl-3-oxopropyl)phenyl)-3-oxohexahydroimidazo[1,5-a]pyrazine-7(1H)-carboxylate C(C)OC(C(CC1=CC=C(C=C1)N1C(N2[C@@H](CN(CC2)C(=O)OC(C)(C)C)C1)=O)C)=O